4-bromo-2,5-dimethoxyphenylacetic acid BrC1=CC(=C(C=C1OC)CC(=O)O)OC